carboxy-3-chloro-2-(4-fluorophenyl)pyridine 1-oxide C(=O)(O)C1=C(C(=[N+](C=C1)[O-])C1=CC=C(C=C1)F)Cl